tert-butyl 3-[[tert-butyl(dimethyl)silyl]oxymethyl]-4-oxo-piperidine-1-carboxylate [Si](C)(C)(C(C)(C)C)OCC1CN(CCC1=O)C(=O)OC(C)(C)C